FC(COC(C(=O)N(C)C(C)C1=C(C=C(C=C1)C(F)(F)F)Cl)=O)(F)F.ClC1=C(C=CC(=C1)C(F)(F)F)C(C)N(C(C(N)=O)=O)C N'-[1-[2-Chloro-4-(trifluoromethyl)phenyl]ethyl]-N'-methyl-oxamide 2,2,2-Trifluoroethyl-2-[1-[2-chloro-4-(trifluoromethyl)phenyl]ethyl-methyl-amino]-2-oxo-acetate